[C@H]1(C[C@@H](CCC1)CO)CO cis-cyclohexane-1,3-diyldimethanol